ClC=1C(=NC=C(C1)C(F)(F)F)N1C(SC2=C1C=CC(=C2)O)=O 3-(3-chloro-5-(trifluoromethyl)pyridin-2-yl)-6-hydroxybenzothiazol-2(3H)-one